C(OCC)(OC(C)OC1=CC(=CC(=C1C1C(CCC(=C1)C)C(=C)C)OC(C)OC(OCC)=O)CCCCC)=O diethyl (((5'-methyl-4-pentyl-2'-(prop-1-en-2-yl)-1',2',3',4'-tetrahydro-[1,1'-biphenyl]-2,6-diyl)bis(oxy))bis(ethane-1,1-diyl)) bis(carbonate)